ClC=1C=C(OC2CCC(CC2)NC(=O)C=2N=NC(=CC2)N2CCC(CC2)N2CCN(CC2)CC2=C(C=CC=C2)N2C(NC(CC2)=O)=O)C=CC1C#N N-((1r,4r)-4-(3-chloro-4-cyanophenoxy)cyclohexyl)-6-(4-(4-(2-(2,4-dioxotetrahydropyrimidin-1(2H)-yl)benzyl)piperazin-1-yl)piperidin-1-yl)pyridazine-3-carboxamide